C#CC#CCCCCCCCCCCCCCCCCCCC tricosadiyne